[3-(fluoromethoxy)-5,6,7,8-tetrahydro-1,6-naphthyridine-6-carbonyl]-6-methyl-N-(1-methylcyclopropyl)furo[2,3-d]pyrimidin-4-amine FCOC=1C=NC=2CCN(CC2C1)C(=O)C=1N=C(C2=C(N1)OC(=C2)C)NC2(CC2)C